(3Z)-11-chloro-3-undecenyl methoxymethyl ether COCOCC\C=C/CCCCCCCCl